(3-chloro-4-(trifluoromethyl)phenyl)(4-(5-(2-(2-(2-(2-hydroxyethoxy)ethoxy)ethoxy)ethylamino)isoxazol-3-yl)piperidin-1-yl)methanone ClC=1C=C(C=CC1C(F)(F)F)C(=O)N1CCC(CC1)C1=NOC(=C1)NCCOCCOCCOCCO